IBr Iodobromide